NC1=NC=CC=C1C(C)N(C1=NC(=NC(=C1C#N)Cl)S(=O)C)C 4-[1-(2-amino-3-pyridyl)ethyl-methyl-amino]-6-chloro-2-methylsulfinyl-pyrimidine-5-carbonitrile